FC=1C=C2CCN(C2=CC1)C=1C2=C(N=CN1)C=CC(=N2)C=2C=NN(C2)CC(=O)NC2CCNCC2 2-(4-(4-(5-fluoroindolin-1-yl)pyrido[3,2-d]pyrimidin-6-yl)-1H-pyrazol-1-yl)-N-(piperidin-4-yl)acetamide